5-[[2-[5-methyl-2-(2-methyl-1,3-benzothiazol-5-yl)-1-piperidyl]-2-oxo-acetyl]amino]pyridine-3-carboxamide CC1CCC(N(C1)C(C(=O)NC=1C=C(C=NC1)C(=O)N)=O)C=1C=CC2=C(N=C(S2)C)C1